5-amino-4-(4-(2,4-difluorophenoxy)piperidin-1-yl)-N-methylpyridinecarboxamide NC=1C(=CC(=NC1)C(=O)NC)N1CCC(CC1)OC1=C(C=C(C=C1)F)F